ClC=1C(=C(CNC(=O)C=2N=CN(C2)C2=NC(=NC=C2C)N[C@@H]2COCC2)C=CC1)F (S)-N-(3-chloro-2-fluorobenzyl)-1-(5-methyl-2-((tetrahydro-furan-3-yl)amino)-pyrimidin-4-yl)-1H-imidazole-4-carboxamide